Ethyl (R)-3-(4-((4-methyl-1-oxo-1-((4-(trifluoromethyl)phenyl)amino)pentan-2-yl)amino)benzamido)propanoate CC(C[C@H](C(NC1=CC=C(C=C1)C(F)(F)F)=O)NC1=CC=C(C(=O)NCCC(=O)OCC)C=C1)C